OCCC(C(=O)O)CCCCCCCCCCCCCCCC Hydroxyethyl-stearic acid